IC=1C=2C(N=CC1)=CNN2 7-iodo-2H-pyrazolo[4,3-b]Pyridine